ClC=1C(=NC=CC1)C(=O)NCC1[C@@H]2CN(C[C@H]12)C1=NC=C(C=C1)C=1C=2N(C=C(C1)OCC(C)O)N=CC2C#N 3-chloro-N-(((1R,5S,6s)-3-(5-(3-cyano-6-(2-hydroxypropoxy)pyrazolo[1,5-a]pyridin-4-yl)pyridin-2-yl)-3-azabicyclo[3.1.0]hexan-6-yl)methyl)picolinamide